O=C1N(CC2=CC(=CC=C12)NCC1=CC(=CC=C1)N1CCC(CC1)N1N=CC(=C1)C1=NC2=CC=CC=C2N=C1)C1C(NC(CC1)=O)=O 3-(1-oxo-5-((3-(4-(4-(quinoxalin-2-yl)-1H-pyrazol-1-yl)piperidin-1-yl)benzyl)amino)isoindolin-2-yl)piperidine-2,6-dione